ClC=1CN(C(=CC1OCC1=NC=C(C=C1F)F)C)C1=CC(=NC=C1C)C1=NC(=NC=C1)C(C)(C)O (P)-3-chloro-4-((3,5-difluoropyridin-2-yl)methoxy)-2'-(2-(2-hydroxypropan-2-yl)pyrimidin-4-yl)-5',6-dimethyl-2H-[1,4'-bipyridine]